5-(4-methylphenyl)-4H-[1,2,4]-triazole-3-thiol CC1=CC=C(C=C1)C=1NC(=NN1)S